bis(dimethyl-amino-2-propoxy)copper CC(C(C)O[Cu]OC(C)C(C)(C)N)(N)C